ClC1=C(C=C(C=C1)C(F)(F)F)C=1C(=CC(N(C1)CC=1OC(=NN1)C)=O)C(=O)NC=1SC(=CN1)C#CC1CC1 5-(2-chloro-5-(trifluoromethyl)phenyl)-N-(5-(cyclopropylethynyl)thiazol-2-yl)-1-((5-methyl-1,3,4-oxadiazol-2-yl)methyl)-2-oxo-1,2-dihydropyridine-4-carboxamide